C12(NCCC3=CC=CC=C13)C(NC1=CC=CC=C12)=O dihydro-2'H-spiro[indoline-3,1'-isoquinolin]-2-one